tert-butyl (3-((4-(2-(3,5-dichloro-4-(2-chloroethoxy)phenyl)propan-2-yl)phenyl)(methyl)amino)-2-oxopropyl)(methylsulfonyl)carbamate ClC=1C=C(C=C(C1OCCCl)Cl)C(C)(C)C1=CC=C(C=C1)N(CC(CN(C(OC(C)(C)C)=O)S(=O)(=O)C)=O)C